C1(=CC=CC=C1)N=CC1=C(C=CC2=CC(=CC=C12)O)O 1-((phenylimino)methyl)naphthalene-2,6-diol